COC=1C=C(C=CC1OC)CC(=O)NC1=CN(C(C=C1)=O)C1=CC=CC=C1 2-(3,4-dimethoxyphenyl)-N-(6-oxo-1-phenyl-1,6-dihydropyridin-3-yl)acetamide